6-fluoro-7-{3-[(5-methyl-1,3-thiazol-2-yl)carbamoyl]azetidin-1-yl}-4-oxo-1-(1,3-thiazol-2-yl)-1,4-dihydro-1,8-naphthyridine-3-carboxylic acid FC=1C=C2C(C(=CN(C2=NC1N1CC(C1)C(NC=1SC(=CN1)C)=O)C=1SC=CN1)C(=O)O)=O